N,2-dibromo-6-chloro-3,4-dihydro-2H-benzo[e][1,2,4]thiadiazine-7-sulfonamide-1,1-dioxide BrNS(=O)(=O)C1=CC2=C(NCN(S2(=O)=O)Br)C=C1Cl